NC(C1=CC=CC=C1)CO phenylglycinol